3-(trifluoromethyl)phenyl-magnesium bromide FC(C=1C=C(C=CC1)[Mg]Br)(F)F